FC=1C(=CC2=C(CN(CCC2)C2=CC(=C(C(=C2)C)NC(CC(C)(C)C)=O)C)C1)OC(C)C N-(4-(8-fluoro-7-isopropoxy-1,3,4,5-tetrahydro-2H-benzo[c]azepin-2-yl)-2,6-dimethylphenyl)-3,3-dimethylbutyramide